NC=1C(N(C2=C(N1)SC(=C2)CNC2=CC=CC=C2)C2=CC(=C(C=C2)C)OC2=CC=CC=C2)=O 3-amino-1-(4-methyl-3-phenoxyphenyl)-6-((phenylamino)methyl)thieno[2,3-b]pyrazin-2(1H)-one